BrC=1C=CC2=C(C(=N[C@H](CN2)C)C2=NC=CC=C2F)C1Cl (3S)-7-bromo-6-chloro-5-(3-fluoro-2-pyridinyl)-3-methyl-1,3-dihydro-1,4-benzodiazepine